ClC=1C=C(C=NC1)N[C@@H](C)C(=O)N1[C@H]2CC([C@@H]([C@H]1C(=O)N[C@@H](C[C@H]1C(NCCC1)=O)C#N)CC2)(F)F (1R,3S,4R)-2-((5-chloropyridin-3-yl)-L-alanyl)-N-((S)-1-cyano-2-((S)-2-oxopiperidin-3-yl)ethyl)-5,5-difluoro-2-azabicyclo[2.2.2]octane-3-carboxamide